C(C1=CC=CC=C1)OC(=O)N[C@@H]1CC(CN(C1)C(=O)OC(C)(C)C)(F)F tert-butyl (5R)-5-{[(benzyloxy)carbonyl]amino}-3,3-difluoropiperidine-1-carboxylate